C(=O)(O)OC(=O)O.CC(C#CC(O)C)O dimethyl-2-butyne-1,4-diol dicarbonate